O=C1NC(CCC1N1C(C2=C(C=C(C=C2C1)CN1CCC(CC1)C1=NC(=C(C(=O)N)C=C1)C1=CC=C(C=C1)OC1=CC=CC=C1)F)=O)=O 6-(1-((2-(2,6-dioxopiperidin-3-yl)-7-fluoro-1-oxoisoindolin-5-yl)methyl)piperidin-4-yl)-2-(4-phenoxyphenyl)nicotinamide